FC(=C(CCCCOC)C1=CC2=CC=CC=C2C=C1)F 2-(1,1-difluoro-6-methoxyhex-1-en-2-yl)naphthalene